C(C)(C)(C)OC(=O)N1CC2(C1)CC(C2)CC2=NC=C(N=C2)NCC2(CC2)C(F)(F)F 6-[[5-[[1-(trifluoromethyl)cyclopropyl]methylamino]pyrazin-2-yl]methyl]-2-azaspiro[3.3]heptane-2-carboxylic acid tert-butyl ester